N1CCC(CC1)C(=O)N 4-Piperidine-carboxamide